benzyltriethylammonium chloride [Cl-].C(C1=CC=CC=C1)[N+](CC)(CC)CC